FC1=C(C=C(C=C1)F)CN1N=C(N=C1)C(=O)N[C@H]1C(N(C=2N(CC1)C=NC2)C)=O 1-[(2,5-Difluorophenyl)methyl]-N-[(3R)-1-methyl-2-oxo-4,5-dihydro-3H-imidazo[1,5-a][1,3]diazepin-3-yl]-1,2,4-triazol-3-carboxamid